The molecule is an alpha-amino acid that is glycine substituted at the alpha-position by a 2-hydroxyethyl group. It has a role as a metabolite. It is a conjugate acid of a homoserinate. C(CO)C(C(=O)O)N